N-(8-quinolinyl)-3-pentenamide N1=CC=CC2=CC=CC(=C12)NC(CC=CC)=O